(3R,4R)-1-(5,6-Difluoro-1-((5-methyloxazol-2-yl)methyl)-1H-benzo[d]imidazol-2-yl)-4-fluoropiperidin-3-amin FC1=CC2=C(N(C(=N2)N2C[C@H]([C@@H](CC2)F)N)CC=2OC(=CN2)C)C=C1F